FC(CCCC1=C(C=CC(=C1)C)S(=O)(=O)N)(C)F (4,4-difluoropentyl)-4-methylbenzenesulfonamide